2-{2-oxo-3-[(5Z)-4-oxo-3-[(oxolan-2-yl)methyl]-2-sulfanylidene-1,3-thiazolidin-5-ylidene]-2,3-dihydro-1H-indol-1-yl}acetic acid O=C\1N(C2=CC=CC=C2/C1=C/1\C(N(C(S1)=S)CC1OCCC1)=O)CC(=O)O